ClC=1C(=CC(=C(C1)S(=O)(=O)N(C=1SC=CN1)CC1=C(C=C(C=C1)OC)OC)F)NC(C)C1=C(C=CC=C1)F 5-chloro-N-(2,4-dimethoxybenzyl)-2-fluoro-4-((1-(2-fluorophenyl)ethyl)amino)-N-(thiazol-2-yl)benzenesulfonamide